C(C)(C)(C)OC(=O)N1CC2(C1)C[C@@H](CC2)C2=CC(=CC(=C2)F)Br |r| (rac)-6-(3-bromo-5-fluorophenyl)-2-azaspiro[3.4]Octane-2-carboxylic acid tert-butyl ester